NC1=CC=CC(=N1)OB(O)O (6-Aminopyridin-2-yl)boric acid